rac-N,N-dimethyl-N'-[(3S,4R)-7-methyl-6-oxo-4-({[(1s,4S)-4-phenylcyclohexyl]oxy}methyl)-1,3,4,6-tetrahydro-2H-quinolizin-3-yl]sulfuric diamide CN(S(N[C@H]1CCC2=CC=C(C(N2[C@H]1COC1CCC(CC1)C1=CC=CC=C1)=O)C)(=O)=O)C |r|